ClC1=CC2=C(N=C(O2)C2=CC=C(C=C2)NC(C)=O)C=C1 N-(4-(6-chlorobenzo[d]oxazol-2-yl)phenyl)acetamide